6-amino-7-(4-phenoxyphenyl)-9-(1-(piperidin-4-ylmethyl)piperidin-4-yl)-7,9-dihydro-8H-purin-8-one hydrochloride Cl.NC1=C2N(C(N(C2=NC=N1)C1CCN(CC1)CC1CCNCC1)=O)C1=CC=C(C=C1)OC1=CC=CC=C1